1-(((1R,3S,5S)-3-((7-((5-methyl-1H-pyrazol-3-yl)amino)-1,6-naphthyridin-5-yl)amino)-9-azabicyclo[3.3.1]non-9-yl)sulfonyl)azetidine-3-carbonitrile CC1=CC(=NN1)NC1=NC(=C2C=CC=NC2=C1)NC1C[C@H]2CCC[C@@H](C1)N2S(=O)(=O)N2CC(C2)C#N